1-(4-Benzylsulfanyl-3-fluoro-phenyl)ethanone 4-(2-(dimethylamino)-2-oxoethoxy)-1-(oxetan-2-ylmethyl)-1H-benzo[d]imidazole-6-carboxylate CN(C(COC1=CC(=CC=2N(C=NC21)CC2OCC2)C(=O)O)=O)C.C(C2=CC=CC=C2)SC2=C(C=C(C=C2)C(C)=O)F